ClC1=CC=2C(C3=CC(=CC=C3C2C=C1)Cl)(CCCCCCCC)CCCCCCCC 2,7-dichloro-9,9-dioctylfluorene